1-[2-(2-ethylsulfanylethylsulfanyl)ethyl]imidazole C(C)SCCSCCN1C=NC=C1